N1=C(C=CC=C1)CN(S(=O)(=O)C)CC1=CC=C(C=C1)C(=O)NNC(C(F)(F)F)=O N-(pyridin-2-ylmethyl)-N-(4-(2-(2,2,2-trifluoroacetyl)hydrazine-1-carbonyl)benzyl)methanesulfonamide